4-(3-fluoro-2-isopropylphenyl)-2-(4-(1-methyl-4-(trifluoromethyl)-1H-imidazol-2-yl)benzyl)-2,6,7,8-tetrahydropyrazolo[3,4,5-de]quinazoline FC=1C(=C(C=CC1)C=1N=C2CCCC=3C2=C(N1)N(N3)CC3=CC=C(C=C3)C=3N(C=C(N3)C(F)(F)F)C)C(C)C